Aluminum(II) lithium hydride [H-].[Li+].[Al+2].[H-].[H-]